CN1C(CNCC=C1C=1C=NN(C1)CC(F)(F)F)=O 1-methyl-2-oxo-7-(1-(2,2,2-trifluoroethyl)-1H-pyrazol-4-yl)-1,2,3,4-tetrahydro-[1,4]diazepine